CNCC1=NN=NN1C N-methyl-1-(1-methyl-1H-tetrazol-5-yl)methylamine